C(CCCCCCCCCCC)C1=C(C=CC=C1)S(=O)(=O)N1[C@H](CCC1)C(=O)[O-].C(CCCCCCCCCCC)C1=C(C=CC=C1)S(=O)(=O)N1[C@H](CCC1)C(=O)[O-].C(CCCCCCCCCCC)C1=C(C=CC=C1)S(=O)(=O)N1[C@H](CCC1)C(=O)[O-].C(CCCCCCCCCCC)C1=C(C=CC=C1)S(=O)(=O)N1[C@H](CCC1)C(=O)[O-].[Rh+3].[Rh+3] dirhodium tetrakis((R)-N-(dodecylbenzenesulfonyl)prolinate)